FC1=C(C=C2CNC(C2=C1)=O)OCC1=NC=C(C=C1)OC 6-fluoro-5-((5-methoxypyridin-2-yl)methoxy)isoindolin-1-one